O1C(COCC1)C=1N=C2N(C=C(C(=C2)C(=O)O)NC(=O)C2=NC(=CC=C2)C(F)(F)F)C1 2-(1,4-dioxan-2-yl)-6-[[6-(trifluoromethyl)pyridine-2-carbonyl]amino]imidazo[1,2-a]pyridine-7-carboxylic acid